(S)-6-fluoro-7-chloro-2-methyl-2-(trifluoromethyl)-2,3-dihydroimidazo[1,2-a]pyrimidin-5(1H)-one FC1=C(N=C2N(C1=O)C[C@](N2)(C(F)(F)F)C)Cl